(+/-)-N5-((1R,5S,6r)-3-oxabicyclo[3.1.0]hexan-6-yl)-3-(1-(2-hydroxyethyl)-1H-indol-4-yl)-N7-methyl-2,3-dihydrobenzofuran-5,7-dicarboxamide [C@H]12COC[C@@H]2C1NC(=O)C=1C=C(C2=C(C(CO2)C2=C3C=CN(C3=CC=C2)CCO)C1)C(=O)NC